Cl.BrCC1=NN(C(=C1C=1C=CC=C2C(=C(N(C12)CCCNC)C(=O)OCC)CCCOC1=CC=CC2=CC=CC=C12)C(C)C)C ethyl 7-[3-(bromomethyl)-1-methyl-5-(propan-2-yl)-1H-pyrazol-4-yl]-1-[3-(methylamino)propyl]-3-[3-(naphthalen-1-yloxy)propyl]-1H-indole-2-carboxylate hydrochloric acid salt